NC1=CC=C(C(=O)N[C@H]2CCC3=CC(=CC=C23)Cl)C=C1 4-amino-N-[(1S)-5-chloroindan-1-yl]benzamide